8-Methoxy-1-methyl-4-[4-methyl-4-(5-methyl-1,3-benzooxazol-2-yl)piperidin-1-yl]-2-oxo-1,2-dihydro-quinoline-3-carbonitrile COC=1C=CC=C2C(=C(C(N(C12)C)=O)C#N)N1CCC(CC1)(C=1OC2=C(N1)C=C(C=C2)C)C